N-[4-(6-amino-5-chloro-pyrimidin-4-yl)oxy-3-fluoro-phenyl]-5-(trifluoromethyl)-1-[3-(Trifluoromethyl)-2-pyridyl]pyrazole-4-carboxamide NC1=C(C(=NC=N1)OC1=C(C=C(C=C1)NC(=O)C=1C=NN(C1C(F)(F)F)C1=NC=CC=C1C(F)(F)F)F)Cl